ClC=1N=C(SC1Cl)C#C 4,5-dichloro-2-ethynylthiazole